gold-uranium-tungsten-copper [Cu].[W].[U].[Au]